tert-butyl N-(4-methylsulfonyl-2,3-dihydrobenzofuran-7-yl)-N-prop-2-ynyl-carbamate CS(=O)(=O)C1=CC=C(C2=C1CCO2)N(C(OC(C)(C)C)=O)CC#C